ClC1=CC2=C(S1)[C@@]1(C[C@@H](N(CC1)CC=1C=NNC1)C)OCC2 (2'S,7R)-2-chloro-2'-methyl-1'-(1H-pyrazol-4-ylmethyl)spiro[4,5-dihydrothieno[2,3-c]pyran-7,4'-piperidine]